N1C[C@@H](CCCC1)N1C(=NC2=C1C(=CC=C2)OC2CCNCC2)NC(C2=CC(=NC=C2)C)=O (R)-N-(1-(azepan-3-yl)-7-(piperidin-4-yloxy)-1H-benzo[d]imidazol-2-yl)-2-methylisonicotinamide